C1=CC=CC=2C3=CC=CC=C3N(C12)C=1C=C(C=CC1)OB(O)O 3-(9H-carbazol-9-yl)phenyl-boric acid